O=C1OC[C@H](N1C(=O)[C@@H]1CNCC12CN(C2)C(=O)OC(C)(C)C)C2=CC=CC=C2 tert-butyl (S)-8-((R)-2-oxo-4-phenyloxazolidine-3-carbonyl)-2,6-diazaspiro[3.4]octane-2-carboxylate